FC1(CCN(CC1)C(=O)C1=CC=2C3C(CN(C2N=C1)C=1C=C2C(=NC1)C(N(C21CC1)C)=O)C3)F 3'-(6-(4,4-difluoropiperidine-1-carbonyl)-1,1a,2,7b-tetrahydro-3H-cyclopropa[c][1,8]naphthyridin-3-yl)-6'-methylspiro[cyclopropane-1,5'-pyrrolo[3,4-b]pyridin]-7'(6'H)-one